NC=1N=CC(=NC1OCC1=C(C(=CC=C1F)F)Cl)C1=CC=C(C(=O)NCCN2CCCC2)C=C1 4-[5-amino-6-(2-chloro-3,6-difluoro-benzyloxy)-pyrazin-2-yl]-N-(2-pyrrolidin-1-yl-ethyl)-benzamide